Monobutyltin trilaurate C(CCCCCCCCCCC)(=O)[O-].C(CCCCCCCCCCC)(=O)[O-].C(CCCCCCCCCCC)(=O)[O-].C(CCC)[Sn+3]